Cl.CC1CCNCCO1 7-methyl-1,4-oxaazepane hydrochloride